OCC=1C=C(C=NC1)C1(COC1)O 3-(5-(hydroxymethyl)pyridin-3-yl)oxetan-3-ol